6-chloropyridinecarbonitrile ClC1=CC=CC(=N1)C#N